3-[(4-{1-[2-(4-aminophenyl)-2,2-difluoroethyl]-1H-benzimidazol-2-yl}-1,2,5-oxadiazol-3-yl)amino]propionitrile NC1=CC=C(C=C1)C(CN1C(=NC2=C1C=CC=C2)C=2C(=NON2)NCCC#N)(F)F